S(OC1=CC=C(C=C1)OCC1=C(C=C(C=C1F)N1N=C(N=C1)Cl)F)(=O)(=O)F 4-((4-(3-chloro-1H-1,2,4-triazol-1-yl)-2,6-difluorobenzyl)oxy)phenyl sulfurofluoridate